BrC1=CC2=C(C(B(O2)O)C)C=C1 6-bromo-2-hydroxy-3-methyl-1,2-benzoxaborole